COC(CN1CCN(CC1)CC)COC 1-(2,3-dimethoxypropyl)-4-ethylpiperazine